2,2'-([1,1'-biphenyl]-2,2'-diyl)bis(pyridin-1-ium) methanesulfonate CS(=O)(=O)[O-].C1(=C(C=CC=C1)C1=[NH+]C=CC=C1)C1=C(C=CC=C1)C1=[NH+]C=CC=C1.CS(=O)(=O)[O-]